CO[Si](CC(CNCC(C[Si](OC)(OC)OC)C)C)(OC)OC bis(3-trimethoxysilyl-2-methylpropyl)amine